ethyl 3-(2-(allyloxy)-5,6-dichloro-3-fluorophenyl)-4-aminobutyrate C(C=C)OC1=C(C(=C(C=C1F)Cl)Cl)C(CC(=O)OCC)CN